COCN1C=NC=C1CO [3-(methoxymethyl)imidazol-4-yl]methanol